[Si](C)(C)(C(C)(C)C)OCC(C(=O)OC)(C)N(C(=O)C=1C(=NN2C1C=C(C=C2)OCC2=C(C=CC=C2)F)C)C methyl 3-(tert-butyldimethylsilyloxy)-2-(5-(2-fluorobenzyloxy)-N,2-dimethylpyrazolo[1,5-a]pyridine-3-carboxamido)-2-methylpropanoate